(3R)-10-chloro-11-(2,4-difluorophenyl)-8-hydroxy-3-methoxy-3,4-dihydro-2H,6H-[1,4]thiazepino[2,3,4-ij]quinazolin-6-one ClC=1C=C2C(=NC(N3C2=C(C1C1=C(C=C(C=C1)F)F)SC[C@@H](C3)OC)=O)O